BrC1=CC2=CC=CC=C2C=2C=CC=C(C12)Cl 10-bromo-1-chlorophenanthrene